C1(CCC1)N1CC(N(CC1)CC1=C2C=CNC2=C(C=C1OC)C)C1=CC=C(C(=O)O)C=C1 4-(4-cyclobutyl-1-((5-methoxy-7-methyl-1H-indol-4-yl)methyl)piperazin-2-yl)benzoic acid